2-[3-chloro-2-fluoro-4-[8-[4-[4-[(3R)-3-(hydroxymethyl)piperazine-1-carbonyl]piperidine-1-carbonyl]-3-methylanilino]imidazo[1,2-a]pyrazin-3-yl]phenoxy]acetonitrile ClC=1C(=C(OCC#N)C=CC1C1=CN=C2N1C=CN=C2NC2=CC(=C(C=C2)C(=O)N2CCC(CC2)C(=O)N2C[C@@H](NCC2)CO)C)F